allyl-(methyl)1-naphthyl-(phenyl)silane C(C=C)[Si](C1=CC=CC=C1)(C1=CC=CC2=CC=CC=C12)C